Br.Br.CN1[C@H]2CNC[C@@H]1CC2 (1R,5S)-8-methyl-3,8-diazabicyclo[3.2.1]octane dihydrobromide